FC[C@H](C)N1C=NC(=C1)C(=O)OCC ethyl (S)-1-(1-fluoropropan-2-yl)-1H-imidazole-4-carboxylate